FC=1C=C(C=CC1)C1CNC(O1)=O 5-(3-fluorophenyl)oxazolidin-2-one